4-amino-N-(cyanomethyl)-N-((3S)-6-(trifluoromethyl)-2,3-dihydro-1-benzofuran-3-yl)-1,3-dihydrofuro[3,4-c][1,7]naphthyridine-8-carboxamide NC1=NC=2C=NC(=CC2C2=C1COC2)C(=O)N([C@@H]2COC1=C2C=CC(=C1)C(F)(F)F)CC#N